N1CC(C1)C1=CC=C(CN2C[C@H](CC2)C(=O)OC)C=C1 methyl (S)-1-(4-(azetidin-3-yl)benzyl)pyrrolidine-3-carboxylate